(5-(2-morpholinoethoxy)-2-(piperidin-1-yl)phenyl)-2-(1H-pyrazol-4-yl)thiazole-4-carboxamide O1CCN(CC1)CCOC=1C=CC(=C(C1)C1=C(N=C(S1)C=1C=NNC1)C(=O)N)N1CCCCC1